C(#N)C(C(=O)[O-])C#N Biscyanoacetat